2-(((1R)-1-(2-cyano-3-(2-(4-hydroxy-4-methyltetrahydro-2H-pyran-3-yl)pyrrolidin-1-yl)-7-methylquinoxalin-5-yl)ethyl)amino)benzoic acid C(#N)C1=NC2=CC(=CC(=C2N=C1N1C(CCC1)C1COCCC1(C)O)[C@@H](C)NC1=C(C(=O)O)C=CC=C1)C